3-bromo-N-(2,2-difluoroethyl)benzamide BrC=1C=C(C(=O)NCC(F)F)C=CC1